tert-butyl (1-(3-((7-(2-((2-(2,6-dioxopiperidin-3-yl)-1,3-dioxoisoindolin-4-yl)oxy)acetamido)heptyl)amino)-3-oxopropyl)piperidin-4-yl)carbamate O=C1NC(CCC1N1C(C2=CC=CC(=C2C1=O)OCC(=O)NCCCCCCCNC(CCN1CCC(CC1)NC(OC(C)(C)C)=O)=O)=O)=O